5-(8-((1S,2S)-2-fluoro-2-phenylcyclopropyl)imidazo[1,2-b]pyridazin-6-yl)pyrimidine-2,4(1H,3H)-dione F[C@@]1([C@@H](C1)C=1C=2N(N=C(C1)C=1C(NC(NC1)=O)=O)C=CN2)C2=CC=CC=C2